S1C(=CC=C1)C(=O)OOC(=O)C=1SC=CC1 thiophene-2-carboxylic acid peroxyanhydride